CC1(C=C2[C@H]3CCC4[C@@]5(CCC(C([C@H]5CC[C@]4([C@@]3(CC[C@]2(CC1)C(=O)O)C)C)(C)C)=O)C)C (4aS,6aR,6aS,6bR,8aS,12aS,14aS)-2,2,6a,6b,9,9,12a-heptamethyl-10-oxo-4,5,6,6a,7,8,8a,11,12,13,14,14a-dodeca-hydro-3H-picene-4a-carboxylic acid